NC=1C(=NC2=CC(=CC=C2C1C1=C(C(=CC=C1)O)C)Cl)C(=O)N 3-Amino-7-chloro-4-(3-hydroxy-2-methylphenyl)quinoline-2-carboxamide